2-(2,6-dioxopiperidin-3-yl)-6-hydroxy-6,7-dihydrocyclopenta[f]isoindole-1,3(2H,5H)-dione O=C1NC(CCC1N1C(C=2C=C3C(=CC2C1=O)CC(C3)O)=O)=O